C(N)(=N)C=1C=C(SC1)CNC(=O)CNC(CNC(=O)C1=CC=C(C=C1)OC1=CC=CC=C1)=O N-({[(4-carbamimidoylthiophen-2-yl)methyl]carbamoyl}methyl)-2-[(4-phenoxyphenyl)formamido]acetamide